2-(benzhydrylamino)-3-(3-bromo-2-thienyl)-2-methyl-propan-1-ol C(C1=CC=CC=C1)(C1=CC=CC=C1)NC(CO)(CC=1SC=CC1Br)C